((1S,2S)-1-(((2R,3S,4R,5R)-5-(6-chloro-4-(cyclopentylamino)-1H-pyrazolo[3,4-d]pyrimidin-1-yl)-3,4-dihydroxytetrahydro-furan-2-yl)methoxy)-2-hydroxy-propyl)phosphonic acid ClC1=NC(=C2C(=N1)N(N=C2)[C@H]2[C@@H]([C@@H]([C@H](O2)CO[C@H]([C@H](C)O)P(O)(O)=O)O)O)NC2CCCC2